N-Ethylpiperidin C(C)N1CCCCC1